FC(C=1C(=C(C=CC1)[C@@H](C)NC1=C(C(=NC(=N1)OC)C(C(=O)NC1=CC=C(C=C1)OC)C)C1OCCO1)F)F 2-(6-(((R)-1-(3-(difluoromethyl)-2-fluorophenyl)ethyl)amino)-5-(1,3-dioxolan-2-yl)-2-methoxypyrimidin-4-yl)-N-(4-methoxyphenyl)propionamide